N-[(E)-3-[4-[[1-[(4aR,8aS)-3-oxo-4,4a,5,7,8,8a-hexahydropyrido[4,3-b][1,4]oxazine-6-carbonyl]-4-piperidinylidene]-phenyl-methyl]phenyl]allyl]carbamic acid tert-butyl ester C(C)(C)(C)OC(NC\C=C\C1=CC=C(C=C1)C(C1=CC=CC=C1)=C1CCN(CC1)C(=O)N1C[C@@H]2[C@@H](OCC(N2)=O)CC1)=O